4-(1H-imidazol-4-yl)-N-(1-((1-methyl-1H-imidazol-4-yl)sulfonyl)piperidin-4-yl)-5-(trifluoromethyl)pyrimidin-2-amine N1C=NC(=C1)C1=NC(=NC=C1C(F)(F)F)NC1CCN(CC1)S(=O)(=O)C=1N=CN(C1)C